C(C)(C)NN(P(=O)(CCC#N)Cl)NC(C)C N,N-diisopropylaminocyanoethyl-phosphonamidic chloride